(6'R,7a'R)-2'',2''-difluorodihydro-5'H-dispiro[cyclopropane-1,1'-pyrrolizine-6',1''-cyclopropan] FC1([C@@]2(C1)CN1CCC3(C1=C2)CC3)F